ClC1=NC2=CC(=CC=C2C(=N1)Cl)[N+](=O)[O-] 2,4-dichloro-7-nitroquinazoline